FC(COC=1C=C(OCC2CC23CCN(CC3)C(=O)OC(C)(C)C)C=CC1)(F)F tert-Butyl 1-{[3-(2,2,2-trifluoroethoxy)phenoxy]methyl}-6-azaspiro[2.5]octane-6-carboxylate